1-(2-chloro-4-(4,4,5,5-tetramethyl-1,3,2-dioxaborolan-2-yl)phenyl)-4-(methylsulfonyl)piperazine ClC1=C(C=CC(=C1)B1OC(C(O1)(C)C)(C)C)N1CCN(CC1)S(=O)(=O)C